N1=C(C=CC=C1)[C@@H](C)NC(=O)[C@@H]1CN(CC[C@H]1NC(=O)C1=NOC(=C1)C1=C(C=C(C=C1F)F)F)CC1CC1 (3R,4R)-1-cyclopropylmethyl-4-{[5-(2,4,6-trifluoro-phenyl)-isoxazole-3-carbonyl]-amino}-piperidine-3-carboxylic acid ((R)-1-pyridin-2-yl-ethyl)-amide